5-((1S,2R)-1-(6-chloro-4-(2-(dimethylamino)ethyl)-1,1-dioxido-3,4-dihydro-2H-benzo[e][1,2,4]thiadiazin-2-yl)-2-(6-fluoro-2,3-dimethylphenyl)propyl)-1,3,4-oxadiazol-2(3H)-one ClC=1C=CC2=C(N(CN(S2(=O)=O)[C@@H]([C@H](C)C2=C(C(=CC=C2F)C)C)C2=NNC(O2)=O)CCN(C)C)C1